Racemic-(R)-6-((2,2-dimethyltetrahydro-2H-pyran-4-yl)oxy)quinoline-4-carboxylic acid methyl ester COC(=O)C1=CC=NC2=CC=C(C=C12)O[C@H]1CC(OCC1)(C)C |r|